O=S1(C2=C(C=C1)C=CC(=C2)NC(C(=C)C2=CC=C(C=C2)C)=O)=O N-(1,1-Dioxidobenzo[b]thiophen-6-yl)-2-(p-tolyl)acrylamide